FC=1C=C(OP(O)(O)=O)C=CC1C1=C(N=C2N1C=C(N=C2)C2=CC(=C(C=C2)F)C(C)C)C(F)(F)F (3-fluoro-4-{6-[4-fluoro-3-(propan-2-yl)phenyl]-2-(trifluoromethyl)imidazo[1,2-a]pyrazin-3-yl}phenoxy)phosphonic acid